CC1=CC=C(C=C1)N=C=O p-tolylisocyanate